C1(CC1)N1N=CC(=C1C)NC1=NC2=CC(=C(C=C2C=N1)C)C1CCN(CC1)[C@@H]1[C@@H](COC1)O |o1:27,28| (3S,4S) or (3R,4R)-4-(4-{2-[(1-cyclopropyl-5-methyl-1H-pyrazol-4-yl)amino]-6-methylquinazolin-7-yl}piperidin-1-yl)oxolan-3-ol